O.C(=O)(O)C1=CC=C(C=C1)CCN([C@@H]1C=2C=CC(=NC2CCC1)C(=O)O)CCC1=C(C=CC=C1)OCC1=C(C=C(C=C1)C1=CC=C(C=C1)C(F)(F)F)Cl (5S)-5-{[2-(4-carboxyphenyl)ethyl][2-(2-{[3-chloro-4'-(trifluoromethyl)[biphenyl]-4-yl]methoxy}phenyl)ethyl]amino}-5,6,7,8-tetrahydroquinoline-2-carboxylic acid monohydrate